[S-]C#N.CC(CCCCCCCCCCCCCCC)C1=NC=CN1C 1-methyl-hexadecyl-3-methylimidazole thiocyanate